FC1CN(C1)C=1C=C(C=CC1C(F)(F)F)N1N=NC=C1 1-(3-(3-fluoroazetidin-1-yl)-4-(trifluoromethyl)phenyl)-1H-1,2,3-triazole